C(C)(=O)N1CCN(CC1)C1=CC=CC=2N(C=NC21)C(=O)NCCCC2=CC=CC=C2 4-(4-Acetylpiperazin-1-yl)-N-(3-phenylpropyl)-1H-benzo[d]imidazole-1-carboxamide